ClC=1N=CC2=C(N1)C(=NN2C([2H])([2H])[2H])I 5-chloro-3-iodo-1-(methyl-d3)-1H-pyrazolo[4,3-d]pyrimidine